(6S)-6-(2-Chloro-3-{[6-(2,2-difluoroethoxy)pyridin-3-yl]-amino}phenyl)-2-imino-6-methyl-3-[(2R*,4R*)-2-methyl-tetrahydropyran-4-yl]-hexahydropyrimidin-4-one ClC1=C(C=CC=C1NC=1C=NC(=CC1)OCC(F)F)[C@@]1(CC(N(C(N1)=N)[C@H]1C[C@H](OCC1)C)=O)C |o1:26,28|